(exo)-N-{6-[6-chloro-5-(1H-pyrazol-4-yl)pyridin-2-yl]pyridazin-3-yl}-N-methyl-8-azabicyclo[3.2.1]octan-3-amine ClC1=C(C=CC(=N1)C1=CC=C(N=N1)N(C1CC2CCC(C1)N2)C)C=2C=NNC2